C(C1=CC=CC=C1)OC1=C2C=C(N(C2=CC=C1)C1=CC(=C(C=C1)F)Cl)C(CO[Si](C)(C)C(C)(C)C)(C)C 4-(benzyloxy)-2-(1-((tert-butyldimethylsilyl)oxy)-2-methylpropan-2-yl)-1-(3-chloro-4-fluorophenyl)-1H-indole